5-(2-chloro-5-(isobutyramidomethyl)benzamido)-1-methyl-N-(3-(trifluoromethyl)benzyl)-1H-indole-2-carboxamide ClC1=C(C(=O)NC=2C=C3C=C(N(C3=CC2)C)C(=O)NCC2=CC(=CC=C2)C(F)(F)F)C=C(C=C1)CNC(C(C)C)=O